C1C(NC=2C=CC3=C(C12)C=CC=C3)=O 1H-Benzo[e]indole-2(3H)-one